(4-cyclopropyl-6-methoxypyrimidin-5-yl)-1,8-dihydropyrazolo[4',3':4,5]pyrrolo[2,3-d]pyrimidine C1(CC1)C1=NC=NC(=C1N1N=CC2=C1NC1=NC=NC=C12)OC